FC=1C=C2C=C(C(OC2=C(C1)F)=N)C(=O)N 6,8-difluoro-2-imino-2H-chromene-3-carboxamide